FC(C=1C=C(C=CC(=O)O)C=C(C1)C(F)(F)F)(F)F 3,5-bis(trifluoromethyl)cinnamic acid